ClC=1C=C2C(=C(N=NC2=CC1OC)C)N1CCC2(CCN(C2)[SH2](=O)C=N)CC1 [8-(6-chloro-7-methoxy-3-methylcinnolin-4-yl)-2,8-diazaspiro[4.5]decan-2-yl](imino)methyl-λ6-sulfanone